OC[C@]1([C@@H](O)[C@H](O)[C@H](O1)CO)N[C@@H](CC1=CNC=N1)C(=O)O alpha-fructosyl-histidine